5-(amino-methyl)-2-methoxy-benzonitrile NCC=1C=CC(=C(C#N)C1)OC